S1C(=NC2=C1C=CC=C2)C2=CC=C(C=C2)N(C)CCOCCOCCNC[C@H](COC2=CC(=C(C=C2)OCC2=CC=CC=C2)OCC2=CC=CC=C2)O (R)-2-(4-(benzo[d]thiazol-2-yl)phenyl)-14-(3,4-bis(benzyloxy)phenoxy)-5,8-dioxa-2,11-diazatetradecane-13-ol